CCCCNC1=CC=C(C=C1)C(=O)O The molecule is 4-Aminobenzoic acid in which one of the hydrogens attached to the nitrogen is substituted by a butyl group.